6-(5-chloropyridin-2-yl)pyrimidin-4(3H)-one ClC=1C=CC(=NC1)C1=CC(NC=N1)=O